2-[(3-{6-[(4-chloro-2-fluorophenoxy)methyl]-5-fluoropyridin-2-yl}pyrrolidin-1-yl)methyl]-1-{[(2S)-oxetan-2-yl]methyl}-1H-1,3-benzodiazole-6-carboxylic acid ClC1=CC(=C(OCC2=C(C=CC(=N2)C2CN(CC2)CC2=NC3=C(N2C[C@H]2OCC2)C=C(C=C3)C(=O)O)F)C=C1)F